4,4'-(1-Ethylpropyliden)bis[Phenol] C(C)C(CC)(C1=CC=C(C=C1)O)C1=CC=C(C=C1)O